2,2,2-trifluoroethyl cyclobutylcarbamate C1(CCC1)NC(OCC(F)(F)F)=O